ClC=1C2=C(N=CN1)NC(=C2)C2=CC=C(C=C2)O[C@@H](C)C2=CC=CC=C2 (S)-4-chloro-6-(4-(1-phenylethoxy)phenyl)-7H-pyrrolo[2,3-d]pyrimidine